5-methoxy-3-phenyl-2,3-dihydro-1H-benzo[e]indazol-1-one COC=1C2=C(C=3C(NN(C3C1)C1=CC=CC=C1)=O)C=CC=C2